2-(4,4-difluoro-3-methylpiperidin-1-yl)-6-methylquinoline-3-carboxamide FC1(C(CN(CC1)C1=NC2=CC=C(C=C2C=C1C(=O)N)C)C)F